tert-Butyl 4-((7-ethyl-6-oxo-5,6-dihydro-1,5-naphthyridin-3-yl)methyl)-3-oxopiperazine-1-carboxylate C(C)C=1C(NC=2C=C(C=NC2C1)CN1C(CN(CC1)C(=O)OC(C)(C)C)=O)=O